6-((2,6-dimethylpyrimidin-4-yl)amino)-N-ethoxy-4-((4-ethynyl-2-(N-methylmethanesulfonamido)phenyl)amino)nicotinamide CC1=NC(=CC(=N1)NC1=NC=C(C(=O)NOCC)C(=C1)NC1=C(C=C(C=C1)C#C)N(S(=O)(=O)C)C)C